FC1C=2N(C3=C(CC14OCCO4)C=CC=C3)C(=NN2)[C@@H]2CC[C@H](CC2)OC2=NC=CC=C2 fluoro-1'-[trans-4-(pyridin-2-yloxy)cyclohexyl]-4'H,6'H-spiro[1,3-dioxolan-2,5'-[1,2,4]triazolo[4,3-a][1]benzazepine]